NC1=NN2C(C=C(C=C2)C=2C=CC(=C(C(=O)OCC)C2)C)=N1 ethyl 5-(2-amino-[1,2,4]triazolo[1,5-a]pyridin-7-yl)-2-methylbenzoate